((1s,4s)-4-((2-chloro-5-((3-fluorotetrahydrofuran-3-yl)ethynyl)pyridin-4-yl)amino)cyclohexyl)methanol ClC1=NC=C(C(=C1)NC1CCC(CC1)CO)C#CC1(COCC1)F